CS(=O)(=O)CC(=O)NC1=CC(=CC=C1)C=1N=NC(=CC1)NC1C[C@@H]2[C@@H](CN(C2)CC2CCOCC2)C1 2-(methylsulfonyl)-N-(3-(6-(((3aR,5s,6aS)-2-((tetrahydro-2H-pyran-4-yl)methyl)octahydrocyclopenta[c]pyrrol-5-yl)amino)pyridazin-3-yl)phenyl)acetamide